FC1=C(C=CC=C1F)[C@@H]1N(OCC1)C1=CC(=NC=N1)NC=1C(=CC(=C(C1)NC(C=C)=O)N1CCN(CC1)C)OC N-(5-((6-((R)-3-(2,3-difluorophenyl)isoxazolidine-2-yl)pyrimidine-4-yl)amino)-4-methoxy-2-(4-methylpiperazine-1-yl)phenyl)acrylamide